(tert-butyldimethylhydroxyethoxy)ethane-1-ol C(C)(C)(C)C(C(O)(C)C)OC(C)O